CNC=1N=CC(=C2C=C(N=CC12)NC(=O)C1CC1)C1=NN2C(CCCC2)=N1 N-(8-(methylamino)-5-(5,6,7,8-tetrahydro-[1,2,4]triazolo[1,5-a]pyridin-2-yl)-2,7-naphthyridin-3-yl)cyclopropanecarboxamide